(S)-5-((5-(3-chloro-6-methoxy-2-(morpholin-2-ylmethoxy)phenyl)-1H-pyrazol-3-yl)amino)pyrazine-2-carbonitrile ClC=1C(=C(C(=CC1)OC)C1=CC(=NN1)NC=1N=CC(=NC1)C#N)OC[C@@H]1CNCCO1